C(C)C=1C(NC=2C=C(C=NC2C1)CN1CCN(CC1)C1=C(C(=C(C(=O)NC)C(=C1F)F)F)F)=O 4-(4-((7-ethyl-6-oxo-5,6-dihydro-1,5-naphthyridin-3-yl)methyl)piperazin-1-yl)-2,3,5,6-tetrafluoro-N-methylbenzamide